5-isopropyl-N-[(6S)-4-methyl-5-oxo-7,8-dihydro-6H-pyrazolo[1,5-a][1,3]diazepin-6-yl]-6,7-dihydro-5H-pyrrolo[1,2-b][1,2,4]triazole-2-carboxamide C(C)(C)C1CCC=2N1N=C(N2)C(=O)N[C@@H]2C(N(C=1N(CC2)N=CC1)C)=O